5-(4-((7-ethyl-6-oxo-5,6-dihydro-1,5-naphthyridin-3-yl)methyl)piperazin-1-yl)-N-(piperidin-4-yl)picolinamide 3,3-dimethoxy-7-methyl-8-oxo-2-oxa-7,9-diaza-3-silaundec-11-yl-methacrylate CO[Si](OC)(CCCN(C(NCCOC(C(=C)C)=O)=O)C)OC.C(C)C=1C(NC=2C=C(C=NC2C1)CN1CCN(CC1)C=1C=CC(=NC1)C(=O)NC1CCNCC1)=O